Tetrabutyl-ammonium tri(o-methylphenyl)hexyl-borate CC1=C(C=CC=C1)C(CCCCCOB([O-])[O-])(C1=C(C=CC=C1)C)C1=C(C=CC=C1)C.C(CCC)[N+](CCCC)(CCCC)CCCC.C(CCC)[N+](CCCC)(CCCC)CCCC